C(C)(C)(C)OC(=O)[C@]1(NCCC2=CC=CC=C12)C1=CC=C(C=C1)F (S)-1-(4-fluorophenyl)-1,2,3,4-tetrahydroisoquinoline-1-carboxylic acid tert-butyl ester